(4-[4-(benzyloxy) anilino] carbonyl-1,5-dimethyl-1H-pyrrol-2-yl)-4-cyanobenzoate C(C1=CC=CC=C1)OC1=CC=C(NC(=O)C=2C=C(N(C2C)C)OC(C2=CC=C(C=C2)C#N)=O)C=C1